N'-((1-(2-fluorophenyl)-1H-pyrazol-3-yl)methyl)cyclopropanecarbohydrazide FC1=C(C=CC=C1)N1N=C(C=C1)CNNC(=O)C1CC1